N6-[(2R)-2-amino-2-phenyl-ethyl]-N4-(3-bicyclo[1.1.1]pentyl)-1-methyl-pyrazolo[3,4-d]pyrimidine-4,6-diamine N[C@@H](CNC1=NC(=C2C(=N1)N(N=C2)C)NC21CC(C2)C1)C1=CC=CC=C1